cyclopropanol C1(CC1)O